C(C1=CC=CC=C1)OC=1C(=CC(=C(C1)C1(CN(C1)C(=O)OC(C)(C)C)O)OC)Br tert-Butyl 3-(5-(benzyloxy)-4-bromo-2-methoxyphenyl)-3-hydroxyazetidine-1-carboxylate